methyl 6-({[(1S)-1-cyclobutylethyl]amino}methyl)-3-fluoroimidazo[1,2-a]pyridine-8-carboxylate C1(CCC1)[C@H](C)NCC=1C=C(C=2N(C1)C(=CN2)F)C(=O)OC